FC(C(=O)O)(F)F.N1=CN=CC2=CC=C3C(=C12)C=CN3 7H-pyrrolo[2,3-H]quinazoline trifluoroacetate